CC1=CC=2N(C=C1)N=C(C2)[C@@H]2N(CCC1=C2N=CN1)C(=O)C1=CN=CO1 (R)-(4-(5-methylpyrazolo[1,5-a]pyridin-2-yl)-6,7-dihydro-1H-imidazo[4,5-c]pyridin-5(4H)-yl)(oxazol-5-yl)methanone